[F].NC1=CC=CC=C1 4-aminobenzene fluorine